FC(C=1C(=[N+](C=CC1)[O-])C1CNCC1)F 3-(difluoromethyl)-1-oxido-2-pyrrolidin-3-yl-pyridin-1-ium